[OH-].[Mg+2].[OH-] Magnesium(II) hydroxide